1-(4-(4-Benzylazepan-1-yl)phenyl)-5,7-difluoro-1H-benzo[d][1,2,3]triazol-6-ol C(C1=CC=CC=C1)C1CCN(CCC1)C1=CC=C(C=C1)N1N=NC2=C1C(=C(C(=C2)F)O)F